C1(=CC=CC=C1)C1CCC=2N(C1)C=C(N2)C(=O)N 6-phenyl-5,6,7,8-tetrahydroimidazo[1,2-a]pyridine-2-carboxamide